C1(CC1)C1=NC=NC(=C1C1=NN2C(N(C(CC2)=O)CC2=CC=C(C=C2)N2N=C(C=C2OC)C(F)(F)F)=C1)OC 2-(4-cyclopropyl-6-methoxypyrimidin-5-yl)-4-(4-(5-methoxy-3-(trifluoromethyl)-1H-pyrazol-1-yl)benzyl)-6,7-dihydropyrazolo[1,5-a]pyrimidin-5(4H)-one